5-bromo-1-fluoro-3-[(4-methoxyphenyl)methoxy]-2-nitro-benzene BrC=1C=C(C(=C(C1)F)[N+](=O)[O-])OCC1=CC=C(C=C1)OC